4-fluorobenzyl chloride FC1=CC=C(CCl)C=C1